C(C)(C)(C)C1=CC=C(N=N1)N1C(O[C@]2(C1)C[C@@](CCC2)(C)CN2C=NC1=C2C=C(C=C1)C#N)=O 1-(((5s,7s)-3-(6-(tert-butyl)pyridazin-3-yl)-7-methyl-2-oxo-1-oxa-3-azaspiro[4.5]decan-7-yl)methyl)-1H-benzo[d]imidazole-6-carbonitrile